tert-Butyl 1-(3,6-dichloropyridazin-4-yl)but-3-enylcarbamate ClC=1N=NC(=CC1C(CC=C)NC(OC(C)(C)C)=O)Cl